ClC=1C=C(C=CC1F)NC1=NC=C(C=N1)B1OC(C(O1)(C)C)(C)C N-(3-chloro-4-fluoro-phenyl)-5-(4,4,5,5-tetramethyl-1,3,2-dioxaborolan-2-yl)pyrimidin-2-amine